BrC=1C(=C(NC=2C3=C(N=CN2)C=CC(=N3)N3[C@@H]2CN([C@H](C3)C2)C(=O)OC(C)(C)C)C=CC1OCC1CC1)F tert-Butyl (1S,4S)-5-[4-[3-bromo-4-(cyclopropylmethoxy)-2-fluoro-anilino]pyrido[3,2-d]pyrimidin-6-yl]-2,5-diazabicyclo[2.2.1]heptane-2-carboxylate